4-(5-hydroxypyridin-3-yl)naphthalene OC=1C=C(C=NC1)C1=CC=CC2=CC=CC=C12